N1C=NC2=C1C=CC(=C2)C2=NC(=NC=C2)NC2=CC1=C(C(=C(C(O1)=O)C(C)=O)N1CCOCC1)C=C2 7-((4-(1H-benzo[d]imidazol-5-yl)pyrimidin-2-yl)amino)-3-acetyl-4-morpholinyl-2H-benzopyran-2-one